tert-Butyl 4-[4-[2-amino-6-(2,2,3,3-tetramethylcyclopropyl)pyrimidin-4-yl]oxyphenyl]piperazine-1-carboxylate NC1=NC(=CC(=N1)OC1=CC=C(C=C1)N1CCN(CC1)C(=O)OC(C)(C)C)C1C(C1(C)C)(C)C